5-(2,5-dimethoxy-4-(trifluoromethyl)phenyl)-2-methylpiperidine COC1=C(C=C(C(=C1)C(F)(F)F)OC)C1CCC(NC1)C